(4R)-2-{[(2S)-1,4-Dioxan-2-yl]methyl}-4-methyl-N-[(1-methyl-1H-imidazol-4-yl)methyl]-8-(trifluoromethyl)-4,5-dihydro-2H-furo[2,3-g]indazol-7-carboxamid O1[C@H](COCC1)CN1N=C2C3=C(C[C@H](C2=C1)C)OC(=C3C(F)(F)F)C(=O)NCC=3N=CN(C3)C